N[C@@H]1C2=CC=CC=C2CC12CCN(CC2)C2=NC(=C(C(=N2)C(=O)N)C2=C(C(=CC=C2)Cl)Cl)C (M)-2-[(1S)-1-amino-1,3-dihydrospiro[indene-2,4'-piperidine]-1'-yl]-5-(2,3-dichlorophenyl)-6-methylpyrimidine-4-carboxamide